NC1=C(C=C(OC2=NN(C=C2)C2(CC2)C)C=C1)F 3-(4-Amino-3-fluorophenoxy)-N-(1-methylcyclopropyl)-1H-pyrazole